ClC(C(=O)O)CC 2-chlorobutyric acid